C(#N)C(=CNNC(C1=CC(=CC(=C1)C(F)(F)F)C(F)(F)F)=N)C1=NC=CC=C1 N'-(2-cyano-2-(pyridin-2-yl)vinyl)-3,5-bis(trifluoromethyl)benzimidohydrazide